3-[2-(2,2-diethoxyethoxy)ethoxy]prop-1-yne C(C)OC(COCCOCC#C)OCC